C(=C)[Si](OCC)(C)C vinyl-di-methylethoxysilane